C1=CC=CC=2C3=CC=CC=C3C(C12)COC(=O)NCCN(C(CCCCC[N+](C)(C)C)=O)CC(=O)O 6-((2-((((9H-fluoren-9-yl)methoxy)carbonyl)amino)ethyl)(carboxymethyl)amino)-N,N,N-trimethyl-6-oxohexan-1-aminium